C(C)(=O)C1=C(N(C(=C1I)C)C1=CC=C(C#N)C=C1)C 4-(3-acetyl-4-iodo-2,5-dimethyl-1H-pyrrol-1-yl)benzonitrile